4-(2,4-Dichlorophenyl)-5-methyl-2-(1-naphthylmethyl)imidazole ClC1=C(C=CC(=C1)Cl)C=1N=C(NC1C)CC1=CC=CC2=CC=CC=C12